FCC12OCC(C1)(C2)C(C)=O 1-(1-(fluoromethyl)-2-oxabicyclo[2.1.1]hex-4-yl)ethan-1-one